tert-butyl ((1S)-1-cyclohexyl-2-((5-(3-methoxy-1-((S)-2-carbonyl-4-(trifluoromethyl)imidazolidin-1-yl)propyl)thiazol-2-yl)amino)-2-carbonylethyl)carbamate C1(CCCCC1)[C@@H](C(=C=O)NC=1SC(=CN1)C(CCOC)N1C(N[C@@H](C1)C(F)(F)F)=C=O)NC(OC(C)(C)C)=O